FC1=NC=CC(=C1)CN(C(OC(C)(C)C)=O)C1=CC(=NC=2N1N=C(C2I)C)C tert-butyl [(2-fluoropyridin-4-yl)methyl](3-iodo-2,5-dimethylpyrazolo[1,5-a]pyrimidin-7-yl)carbamate